C1OCC12CC(C2)OC2=C(C=CC=C2)C2CCN(CC2)[C@@H]2COC1(CN(C1)C=1OC=CN1)C2 (S)-7-(4-(2-((2-oxaspiro[3.3]heptan-6-yl)oxy)phenyl)piperidin-1-yl)-2-(oxazol-2-yl)-5-oxa-2-azaspiro[3.4]octane